C(C)OC(=O)C=1N(CSC1)CC1=CC=CC=C1 3-benzyl-2,3-dihydrothiazole-4-carboxylic acid ethyl ester